C1C(CCC2CC(CCC12)C(=O)O)C(=O)O decahydronaphthalene-2,6-dicarboxylic acid